tert-butyl N-[4-(4-amino-3-iodo-pyrazolo[3,4-d]pyrimidin-1-yl)butyl]carbamate NC1=C2C(=NC=N1)N(N=C2I)CCCCNC(OC(C)(C)C)=O